CS(=O)(=O)CC1=NC(=NO1)N[C@@H]1C[C@H](CC1)NC1=CC=C(C=N1)N1N=CC=CC1=O 2-(6-(((1S,3S)-3-((5-((methylsulfonyl)methyl)-1,2,4-oxadiazol-3-yl)amino)cyclopentyl)amino)pyridin-3-yl)pyridazin-3(2H)-one